COC1=CC2=C(N=C(S2)CP(O)(O)=O)C=C1.NCC1CC(CCC1)CN 1,3-bis(aminomethyl)cyclohexane (6-methoxybenzo[d]thiazol-2-yl)methylphosphonate